BrC1=CC(=CNC1=O)C(=O)N(C)C1COCC=2NC(C=3C=C(C(=CC3C21)F)F)=O 5-bromo-N-(8,9-difluoro-6-oxo-1,4,5,6-tetrahydro-2H-pyrano[3,4-c]isoquinolin-1-yl)-N-methyl-6-oxo-1,6-dihydropyridine-3-carboxamide